OCC([C@H](C[C@H]1C(NCC1)=O)NC(=O)[C@@H]1[C@H]2C([C@H]2CN1C(=O)OC(C)(C)C)(C)C)=O tert-butyl (1R,2S,5S)-2-{[(2S)-4-hydroxy-3-oxo-1-[(3S)-2-oxopyrrolidin-3-yl]butan-2-yl]carbamoyl}-6,6-dimethyl-3-azabicyclo[3.1.0]hexane-3-carboxylate